CC=1NC=C(C1C(=O)[O-])C 2,4-dimethyl-1H-pyrrole-3-carboxylate